C(C)N(C(=O)C1=C(OC2=[N+](C=CC=N2)O)C=CC(=C1)F)C(C)C {2-[ethyl-(propan-2-yl)carbamoyl]-4-fluorophenoxy}pyrimidin-1-ium-1-ol